FC=1C=C(C=CC1O)C(C)(C)C1=CC(=C(C=C1)O)F 2,2-Bis(3-fluoro-4-hydroxyphenyl)propane